O=C(O)CCC(=O)NC1C=CC(S(=O)(=O)NC2=NC=CS2)=CC=1 SUCCINYLSULFATHIAZOLE